C(CC)O[Si](OCCC)(OCCC)C(C)(C)[Si](OCCC)(OCCC)OCCC bis(tripropoxysilyl)propane